ClC1=CC(=C(C=C1)C1=NC(=CC=2N=C(N(C(C21)=O)C)C)N2C[C@H](CC2)N2CCOCC2)F (S)-5-(4-chloro-2-fluorophenyl)-2,3-dimethyl-7-(3-morpholinopyrrolidin-1-yl)pyrido[4,3-d]pyrimidin-4(3H)-one